P(=O)(O)(O)[O-].P(=O)(O)(O)[O-].[Ca+2] calcium bis(dihydrogen phosphate)